FC=1C(=C(C=CC1)C1(CC1)C(=O)O)NC1=CC=NN1C 1-(3-Fluoro-2-((1-methyl-1H-pyrazol-5-yl)amino)phenyl)cyclopropane-1-carboxylic acid